5-(3-(3-ethyl-2,4-dioxo-1,2,3,4-tetrahydropyrido[3,2-d]pyrimidin-7-yl)benzamido)-N-methylpicolinamide C(C)N1C(NC2=C(C1=O)N=CC(=C2)C=2C=C(C(=O)NC=1C=CC(=NC1)C(=O)NC)C=CC2)=O